Allyl allylsulfonate C(C=C)S(=O)(=O)OCC=C